C(N)(=O)CC(C(=O)O)CCC(C)C (carbamoylmethyl)-5-methylhexanoic acid